3-[5-(difluoromethyl)-1,3,4-oxadiazol-2-yl]-1-ethyl-N-[1-(fluoromethyl)cyclopropyl]-2-oxo-benzimidazole-5-sulphonamide FC(C1=NN=C(O1)N1C(N(C2=C1C=C(C=C2)S(=O)(=O)NC2(CC2)CF)CC)=O)F